N-[4-(4-methyl-2-phenylpiperazine-1-carbonyl)-3-[3-(trifluoromethyl)pyrrolidin-1-yl]phenyl]cyclopropanecarboxamide CN1CC(N(CC1)C(=O)C1=C(C=C(C=C1)NC(=O)C1CC1)N1CC(CC1)C(F)(F)F)C1=CC=CC=C1